(R)-N-(4-((2-((5-(tert-butyl)-1-((tetrahydrofuran-3-yl)methyl)-1H-pyrazol-3-yl)amino)-1,7-dimethyl-1H-imidazo[4,5-b]pyridin-6-yl)oxy)pyridin-2-yl)acetamide C(C)(C)(C)C1=CC(=NN1C[C@@H]1COCC1)NC=1N(C=2C(=NC=C(C2C)OC2=CC(=NC=C2)NC(C)=O)N1)C